BETA-HYDROXYISOVALERAT OC(CC(=O)[O-])(C)C